C(C)(C)(C)OC(=O)N(CCC1=NC(=CC=C1[N+](=O)[O-])OC)CC1=C(C=CC(=C1)F)NC1=C(C(=O)OC)C=C(C=C1)C(F)(F)F methyl 2-((2-(((tert-butoxycarbonyl)(2-(6-methoxy-3-nitropyridin-2-yl)ethyl)amino)methyl)-4-fluorophenyl)amino)-5-(trifluoromethyl)benzoate